C[Si](CCCS(=O)(=O)O)(C)C 4,4-dimethyl-4-silapentane-1-sulfonic acid